C[C@@H](CCO)O (+)-1,3-butanediol